C(N)(=O)C=1C=C2C(N(C(C2=CC1)=O)C1=C(C=C(C=C1)C1=CC=CC=C1)C(=O)O)=O 4-(5-Carbamoyl-1,3-dioxo-1,3-dihydroisoindol-2-yl)biphenyl-3-carboxylic acid